ClC1=CC(=C(N=N1)C(=O)[O-])NC1=CC=C(C=C1)N1C(CN(CC1)C1CC1)=O 6-chloro-4-((4-(4-cyclopropyl-2-oxopiperazin-1-yl)phenyl)amino)pyridazine-3-carboxylate